C(C)(=O)C1=CC=C(C=C1)C1=CC=C(C=C1)CC 4-acetyl-4'-ethylbiphenyl